[N].NCCC(=O)O β-Alanine nitrogen